N-(5-((4-chlorobenzyl)oxy)-1,3,4-thiadiazol-2-yl)-2-(5-oxo-1,4-diazepan-1-yl)nicotinamide ClC1=CC=C(COC2=NN=C(S2)NC(C2=C(N=CC=C2)N2CCNC(CC2)=O)=O)C=C1